ClC=1C=C(C=CC1Cl)C=1OC2=C(N1)C=CC(=C2)C(=O)N2CCN(CC2)C2=NC1=CC=CC=C1C(N2)=O 2-[4-[2-(3,4-Dichlorophenyl)-1,3-benzoxazole-6-carbonyl]piperazin-1-yl]-3H-quinazolin-4-one